3-bromo-5-chloro-1-trityl-1H-pyrazolo[3,4-b]pyridine BrC1=NN(C2=NC=C(C=C21)Cl)C(C2=CC=CC=C2)(C2=CC=CC=C2)C2=CC=CC=C2